S(N)(OC[C@@H]1[C@H](C[C@@H](C1)NC1=NC=NC=C1C(=O)C=1SC(=C(C1)S(=O)(=O)C1=CC(=CC=C1)Cl)Cl)O)(=O)=O [(1R,2S,4R)-4-{[5-({5-chloro-4-[(3-chlorophenyl)sulfonyl]-2-thienyl} carbonyl)pyrimidin-4-yl]amino}-2-hydroxycyclopentyl]methyl sulfamate